BrC1(C(C=C(C=C1)C1CC(C1)(F)F)C1CCC(CC1)C(F)(F)F)C(CCCCCCCCCCCCCCCCCC(=O)O)C(=O)O 1-bromo-4-(3,3-difluorocyclobutyl)-2-[4-(trifluoromethyl)cyclohexyl]benzeneeicosanedioic acid